3-tert-butyl-4-Methoxyphenol C(C)(C)(C)C=1C=C(C=CC1OC)O